(2R,3R)-3-(((TERT-BUTYLDIPHENYL-SILYL)OXY)METHYL)-2-METHYLPENT-4-ENE-1-SULFONAMIDE C(C)(C)(C)[Si](OC[C@@H]([C@H](CS(=O)(=O)N)C)C=C)(C1=CC=CC=C1)C1=CC=CC=C1